C(C)(CC)C1C(CCCC1)=O 2-(sec-butyl)cyclohexan-1-one